C[C@H]1CC[C@@H](NC1)C1=CC(=CC=C1)OC1CN(CC1)C (2R,5S)-5-methyl-2-(3-((1-methylpyrrolidin-3-yl)oxy)phenyl)piperidine